4-chloro-5-fluoro-7H-pyrrolo[2,3-d]pyrimidine ClC=1C2=C(N=CN1)NC=C2F